[[1-(2-methylsulfonylethyl)triazol-4-yl]methyl]spiro[4,5-dihydrothieno[2,3-c]pyran-7,4'-piperidine] CS(=O)(=O)CCN1N=NC(=C1)CN1CCC2(CC1)OCCC1=C2SC=C1